6-Methoxy-N-(p-tolyl)-2-(trifluoromethyl)-1H-imidazo[4,5-b]pyrazin-5-amin COC1=C(N=C2C(=N1)NC(=N2)C(F)(F)F)NC2=CC=C(C=C2)C